OC1=C(C=C(C=C1)C1OC2=C(OC1CO)C=CC(=C2)C=2OC1=C(C(C2O)=O)C(=CC(=C1)O)O)OC 2,3-Dihydro-3-(4-hydroxy-3-methoxyphenyl)-2-(hydroxymethyl)-6-(3,5,7-trihydroxy-4-oxobenzopyran-2-yl)benzodioxin